5-(2-methoxyphenyl)pyrrolidin-2-one COC1=C(C=CC=C1)C1CCC(N1)=O